(R)-N-(4-(2,5-dioxooxazol-4-yl)butyl)-3',6'-dihydroxy-3-oxo-3H-spiro[isobenzofuran-1,9'-xanthene]-5-carboxamide O=C1OC(C(=N1)CCCCNC(=O)C=1C=C2C(OC3(C4=CC=C(C=C4OC=4C=C(C=CC34)O)O)C2=CC1)=O)=O